OC[C@H]1N(CC[C@@H]1C(=O)N([C@@H](C(C)C)C(=O)OC)C)C=1SC=CN1 methyl N-((2S,3S)-2-(hydroxymethyl)-1-(thiazol-2-yl)pyrrolidine-3-carbonyl)-N-methyl-L-valinate